tert-butyl 6-chloro-2-methoxy-3',6'-dihydro-[3,4'-bipyridyl]-1'(2'H)-carboxylate ClC1=CC=C(C(=N1)OC)C=1CCN(CC1)C(=O)OC(C)(C)C